2'-chloro-6-cyclopropyl-4-((3,5-difluoropyridin-2-yl)methoxy)-5'-Methyl-2H-[1,4'-bipyridyl]-2-one ClC1=NC=C(C(=C1)N1C(C=C(C=C1C1CC1)OCC1=NC=C(C=C1F)F)=O)C